Ethyl (S)-3'-(2-(1-(1-(methylsulfonyl)-1H-pyrrole-3-carbonyl)pyrrolidine-2-carboxamido)thiazol-4-yl)-[1,1'-biphenyl]-3-carboxylate CS(=O)(=O)N1C=C(C=C1)C(=O)N1[C@@H](CCC1)C(=O)NC=1SC=C(N1)C=1C=C(C=CC1)C1=CC(=CC=C1)C(=O)OCC